[2-(11-ethyl-1,9-diazatricyclo[6.3.1.04,12]dodeca-2,4,6,8(12)-tetraen-2-yl)-7-methoxy-1-methyl-benzoimidazol-5-yl]methanone C(C)C1CNC=2C=CC=C3C=C(N1C32)C3=NC2=C(N3C)C(=CC(=C2)C=O)OC